N-(3-methyl-5-(1H-1,2,4-triazol-1-yl)phenyl)-2-(2-(2,2,2-trifluoroethylamino)pyrimidin-4-yl)-1H-pyrrolo[3,2-c]pyridin-6-amine CC=1C=C(C=C(C1)N1N=CN=C1)NC1=CC2=C(C=N1)C=C(N2)C2=NC(=NC=C2)NCC(F)(F)F